CC1=NC=NC=2N(C(C(NC12)=O)C)C([2H])([2H])[2H] 4,7-dimethyl-8-(methyl-d3)-7,8-dihydropteridin-6(5H)-one